ClC1=CC(=C2C(=N1)C(=NN2CC(F)(F)F)C2=CC=NN2C2OCCCC2)N2CCC(CC2)O 1-(5-chloro-3-(1-(tetrahydro-2H-pyran-2-yl)-1H-pyrazol-5-yl)-1-(2,2,2-Trifluoroethyl)-1H-pyrazolo[4,3-b]pyridin-7-yl)piperidin-4-ol